COC(C(=C)C1=CC(=CC=C1)O)=O m-hydroxyphenylpropenoic acid methyl ester